(R)-3-(3-(1-(4-methyl-4H-1,2,4-triazol-3-yl)propan-2-yl)phenyl)-1-(pyridin-2-yl)prop-2-yn-1-one tert-butyl-4,4-difluoro-3-(6-methoxypyridin-3-yl)-3-methylpiperidine-1-carboxylate C(C)(C)(C)OC(=O)N1CC(C(CC1)(F)F)(C)C=1C=NC(=CC1)OC.CN1C(=NN=C1)C[C@@H](C)C=1C=C(C=CC1)C#CC(=O)C1=NC=CC=C1